8-[(2s,5s)-4-[bis(4-fluorophenyl)methyl]-5-(hydroxymethyl)-2-methylpiperazin-1-yl]-5-methyl-6-oxo-5,6-dihydro-1,5-naphthyridine-2-carbonitrile FC1=CC=C(C=C1)C(N1C[C@@H](N(C[C@H]1CO)C1=CC(N(C=2C=CC(=NC12)C#N)C)=O)C)C1=CC=C(C=C1)F